BrC=1C=CC=C2C=CC=C(C12)N1C=C2NC(NC(C2=CC1)O)OCC12CCCN2CCC1 7-(8-bromonaphthalen-1-yl)-2-((hexahydro-1H-pyrrolizin-7a-yl)methoxy)-tetrahydropyrido[3,4-d]pyrimidin-4-ol